C(=O)C=1SC2=C(N1)CC1(CCN(CC1)C(=O)[O-])C2 2-formyl-4,6-dihydrospiro[cyclopenta[d]thiazole-5,4'-piperidine]-1'-carboxylate